BrC=1C=C2C(=NN(C(C2=CC1)=O)CC(=O)O)OC(C)C 2-(6-bromo-4-isopropoxy-1-oxo-phthalazin-2-yl)acetic acid